2-decanoyl-sn-glycero-3-phosphorylcholine C(CCCCCCCCC)(=O)O[C@H](CO)COP(=O)(O)OCC[N+](C)(C)C